C(C)(C)(C)[Si](OCC(CNC(CC1=CNC2=CC=C(C=C12)F)C)(C)F)(C1=CC=CC=C1)C1=CC=CC=C1 [3-(tert-butyl-diphenyl-silyloxy)-2-fluoro-2-methyl-propyl]-[2-(5-fluoro-1H-indol-3-yl)-1-methyl-ethyl]-amine